BrNCCS(=O)(=O)O Bromotaurine